FC=1C=C(C=C(C1C1=C(CCC2=CC(=CC=C12)OC)C1=CC=CC=C1)F)N1CCC(CC1)C(OC)OC 1-(3,5-difluoro-4-(6-methoxy-2-phenyl-3,4-dihydronaphthalen-1-yl)phenyl)-4-(dimethoxymethyl)piperidine